C(CCCCCCCCC)N1C(=[N+](C=C1)CCCCCCCCCC)C 1,3-didecyl-2-methylimidazolium